O1C(CCC1)CNC(C1=NC=CC=C1)=O N-((tetrahydrofuran-2-yl)methyl)picolinamide